C(C)(C)(C)OC(=O)N1C(CC2=CC=CC=C12)C(=O)N1[C@H](CC[C@H]1C1=CC=CC=C1)C(=O)OCC 2-[(2R,5S)-2-ethoxycarbonyl-5-phenyl-pyrrolidine-1-carbonyl]indoline-1-carboxylic acid tert-butyl ester